N,N-diethylpiperidin-4-amine C(C)N(C1CCNCC1)CC